Pyrrolo[3,2-c]isoquinoline-2,3-dione N1C(C(C=2N=CC=3C=CC=CC3C21)=O)=O